C1(CC1)S(=O)(=O)NC1=CN=CC(=N1)C(C(=O)NC1=CC=C(C=C1)C1=NC(=CN=C1)OCC)OC 2-(6-(cyclopropanesulfonamido)pyrazin-2-yl)-N-(4-(6-ethoxypyrazin-2-yl)phenyl)-2-methoxyacetamide